C(C)OC(CC(=O)C1N(C[C@@H](C1)C1=C(C(=CC=C1F)Cl)F)C(=O)OC(C)(C)C)=O tert-butyl (4S)-2-(3-ethoxy-3-oxopropanoyl)-4-(3-chloro-2,6-difluorophenyl)pyrrolidine-1-carboxylate